O=C1N(CCN2[C@@H]1CNCC2)C=2N=CN(C2)C2=CC(=CC=C2)C(F)(F)F (R)-9-Oxo-8-(1-(3-(trifluoromethyl)phenyl)-1H-imidazol-4-yl)octahydro-2H-pyrazino[1,2-a]pyrazin